triethoxy-silicon C(C)O[Si](OCC)OCC